NC1=CC(=CC(=N1)NC1CCCCC1)CN1C[C@@H](O[C@@H](C1)C)C (1R,4R)-4-((6-amino-4-(((2S,6R)-2,6-dimethylmorpholino)methyl)pyridin-2-yl)amino)cyclohexane